ClC1=NC(=CC(=C1)C1=C(N=C(S1)NC(=O)N1C[C@@H](NCC1)C)C1=CC(=CC=C1)C#N)C (3S)-N-[5-(2-Chloro-6-methyl-4-pyridyl)-4-(3-cyanophenyl)thiazol-2-yl]-3-methylpiperazine-1-carboxamide